[7-chloro-8-fluoro-2-(methylsulfanyl)pyrido[4,3-d]pyrimidin-5-yl](methyl)aminoazetidine-1-carboxylate ClC1=C(C=2N=C(N=CC2C(=N1)C1(N(CC1)C(=O)[O-])NC)SC)F